FC1CCN(CC1)CCOCC1=CC=C(C=N1)C1=CC=2C3=C(N=NC2C=C1)N(C(N3C3CCOCC3)=O)C 8-(6-((2-(4-fluoropiperidin-1-yl)ethoxy)methyl)pyridin-3-yl)-3-methyl-1-(tetrahydro-2H-pyran-4-yl)-1H-imidazo[4,5-c]cinnolin-2(3H)-one